4-cyclopropyl-3-(N-(5-(5-methylisothiazol-4-yl)-2-(pyridin-2-yl)phenyl)sulfamoyl)benzoic acid C1(CC1)C1=C(C=C(C(=O)O)C=C1)S(NC1=C(C=CC(=C1)C=1C=NSC1C)C1=NC=CC=C1)(=O)=O